6-[({[(1-methyl-1H-tetrazol-5-yl)(phenyl)methylene]amino}oxy)methyl]pyridine CN1N=NN=C1C(C1=CC=CC=C1)=NOCC1=CC=CC=N1